6-(benzylthio)-8-chloro-N'-(2,2-difluoroacetyl)-[1,2,4]triazolo[4,3-a]pyridin C(C1=CC=CC=C1)SC=1C=C(C=2N(C1)CN(N2)C(C(F)F)=O)Cl